C(=O)C1CCC(CC1)N1N=C2C(=CC(=CC2=C1)NC(=O)C1=NC(=CC=C1)C(F)(F)F)OC N-[2-(4-formylcyclohexyl)-7-methoxy-indazol-5-yl]-6-(trifluoromethyl)pyridine-2-carboxamide